(R)-7-((1-Acryloyl-3-(2,3-dichloro-6-fluorophenyl)pyrrolidin-3-yl)amino)-2,4-dimethylphthalazin-1(2H)-one C(C=C)(=O)N1C[C@@](CC1)(C1=C(C(=CC=C1F)Cl)Cl)NC1=CC=C2C(=NN(C(C2=C1)=O)C)C